4-((6-(1-(4-chloro-2-fluorophenyl)ethyl)pyridin-2-yl)oxy)piperidine-1-carboxylic acid ClC1=CC(=C(C=C1)C(C)C1=CC=CC(=N1)OC1CCN(CC1)C(=O)O)F